tert-butyl (2-((2-methoxy-3,4-dioxocyclobut-1-en-1-yl)(methyl)amino)ethyl)carbamate COC1=C(C(C1=O)=O)N(CCNC(OC(C)(C)C)=O)C